C(=O)(C=C)N[C@@H](CC1=CC=C(C=C1)O)C(=O)O N-acryl-L-tyrosine